9-nonanol di(methyl)acrylate tert-butyl-(5-bromopyridin-2-yl)(cyclopropylmethyl)carbamate C(C)(C)(C)C(C1CC1)N(C(O)=O)C1=NC=C(C=C1)Br.CC(=CC(=O)O)C.CCCCCCCCCO